benzindenedione C1(C(CC2=CC=C3C(=C12)C=CC=C3)=O)=O